BrC=1C=C(C(=C(C=NC(C(=O)O)CC2=CC=C(C=C2)O)C1)O)OC(C1=CC=C(C=C1)C)=O 2-(5-bromo-2-hydroxy-3-(4-methylbenzoyl-oxy)benzylideneamino)-3-(4-hydroxyphenyl)-propanoic acid